COC=1C=C(C=CC1NC=1N=CC2=C(N1)C(=NC=C2)NCC(C)(C)OC)C(=O)N2CCN(CC2)C (3-methoxy-4-((8-((2-methoxy-2-methylpropyl)amino)pyrido[3,4-d]pyrimidin-2-yl)amino)phenyl)(4-methylpiperazin-1-yl)methanone